FC=1C(=NC(=NC1)NC=1C=NN(C1)CC(C)(O)C)N1C=C(C2=CC(=CC=C12)[N+](=O)[O-])C 1-[4-[[5-fluoro-4-(3-methyl-5-nitro-indol-1-yl)pyrimidin-2-yl]amino]pyrazol-1-yl]-2-methyl-propan-2-ol